gamma-aminoethyl-aminopropyl-trimethoxysilane NCCC(CC[Si](OC)(OC)OC)N